CC1=C(OC2=C(C3=CC=CC=C3C=C2)C#N)C=CC=C1 2-(2-methylphenoxy)naphthalene-1-carbonitrile